ethane-1,2-diol hydrochloride Cl.C(CO)O